N-(2'-(4,4-difluorocyclohexyl)-3-fluoro-[2,4'-bipyridyl]-3'-yl)-2-isopropylpyrimidine-5-carboxamide FC1(CCC(CC1)C1=NC=CC(=C1NC(=O)C=1C=NC(=NC1)C(C)C)C1=NC=CC=C1F)F